BrC1=CC(=C(C(=O)NCC(OC)OC)C=C1)F 4-Bromo-N-(2,2-dimethoxyethyl)-2-fluoro-benzamide